2,2-dimethyl-7-(pyridin-3-yl)-2H-chromen CC1(OC2=CC(=CC=C2C=C1)C=1C=NC=CC1)C